1-((5-Chloro-3-(5-cyclopropylisoxazol-3-yl)-1-methyl-1H-pyrazol-4-yl)methyl)-N-(3,3-dimethylbutyl)azepan-3-amine ClC1=C(C(=NN1C)C1=NOC(=C1)C1CC1)CN1CC(CCCC1)NCCC(C)(C)C